CN(P(=O)(N(C)C)N(C)C)C N-[bis(dimethylamino)phosphoryl]-N-methyl-methylamine